N(=[N+]=[N-])C\C=C(/CBr)\C1=CC=C(C=C1)OC1[C@@H](CC[C@H](C1)C)C(C)C 1-((Z)-4-azido-1-bromobut-2-en-2-yl)-4-(((2S,5R)-2-isopropyl-5-methylcyclohexyl)oxy)benzene